C(CC)N(C(=S)O)CCC dipropyl-aminothioformic acid